(4-methoxybenzyl)pyrimidin-4-amine COC1=CC=C(CC2=NC=CC(=N2)N)C=C1